NC1=NC(=C(C(=O)NC2=NC=3C(=C(C=CC3C=3N2CCN3)OCCCN3CCOCC3)OC)C=C1)C 6-amino-N-[7-methoxy-8-(3-morpholin-4-ylpropoxy)-2,3-dihydroimidazo[1,2-c]quinazolin-5-yl]-2-methylnicotinamide